1,2-dioleoyl-sn-glycero-3-phosphorylglycerol C(CCCCCCC\C=C/CCCCCCCC)(=O)OC[C@@H](OC(CCCCCCC\C=C/CCCCCCCC)=O)COP(=O)(O)OCC(O)CO